(8-(4-fluoro-2-methylbenzoyl)dibenzo[b,d]thiophen-2-yl)(o-tolyl)methanone FC1=CC(=C(C(=O)C=2C=CC3=C(C4=C(S3)C=CC(=C4)C(=O)C4=C(C=CC=C4)C)C2)C=C1)C